3,6-dichloro-1-(3-((5-cyclopropyl-1-(2,6-dimethylpyridin-3-yl)-4-nitro-1H-pyrazol-3-yl)oxy)-2-fluoropropyl)-1H-pyrazolo[3,4-d]pyrimidine ClC1=NN(C2=NC(=NC=C21)Cl)CC(COC2=NN(C(=C2[N+](=O)[O-])C2CC2)C=2C(=NC(=CC2)C)C)F